tert-butyl 4-(1-methyl-1H-pyrazol-5-yl)piperidine-1-carboxylate CN1N=CC=C1C1CCN(CC1)C(=O)OC(C)(C)C